NC=1C(=C2CCC(C2=CC1F)NC([C@H](C)NC(=O)[C@@H]1NC[C@H](C1)CC1=CC=C(C=C1)F)=O)F (2R,4S)-N-((2S)-1-((5-amino-4,6-difluoro-2,3-dihydro-1H-inden-1-yl)amino)-1-oxopropan-2-yl)-4-(4-fluorobenzyl)pyrrolidine-2-carboxamide